FC1=C(C(=O)Cl)C=CC(=C1)N1N=NC=2C1=NC=CC2 2-fluoro-4-(triazolo[4,5-b]pyridin-3-yl)benzoyl chloride